2-(((2R,3S,4R,5R)-5-(2-chloro-6-(methylamino)-9H-purin-9-yl)-3-ethynyl-3,4-dihydroxytetrahydrofuran-2-yl)methoxy)-2-(4-(1-ethyl-2-oxo-1,2-dihydropyridin-3-yl)benzyl)malonic acid ClC1=NC(=C2N=CN(C2=N1)[C@H]1[C@@H]([C@@]([C@H](O1)COC(C(=O)O)(C(=O)O)CC1=CC=C(C=C1)C=1C(N(C=CC1)CC)=O)(O)C#C)O)NC